1-(cyclopropylmethyl)-N-((6-methyl-5-(pyrazolo[1,5-a]pyridin-5-yl)-2,3-dihydro-1H-inden-4-yl)carbamoyl)-1H-pyrazole-4-sulfonamide C1(CC1)CN1N=CC(=C1)S(=O)(=O)NC(NC1=C2CCCC2=CC(=C1C1=CC=2N(C=C1)N=CC2)C)=O